N=1N2C(=CC1NC(OCC)=O)CCC2 ethyl (5,6-dihydro-4H-pyrrolo[1,2-b]pyrazol-2-yl)carbamate